C(O)(O)=O.C=C(C)C.C=C(C)C.C=C(C)C.C=C(C)C tetraisobutene carbonate